4-(3-Bromopyridin-4-yl)-2-chloro-N-(5-chloro-6-(2H-1,2,3-triazol-2-yl)pyridin-3-yl)-5-(trifluoromethyl)benzamide BrC=1C=NC=CC1C1=CC(=C(C(=O)NC=2C=NC(=C(C2)Cl)N2N=CC=N2)C=C1C(F)(F)F)Cl